(2r,4s)-trans-4-(3-(thiophen-2-yl)phenyl)-N,N-dimethyl-1,2,3,4-tetrahydronaphthalen-2-amine S1C(=CC=C1)C=1C=C(C=CC1)[C@@H]1C[C@H](CC2=CC=CC=C12)N(C)C